FC(C(=O)N[C@H](C(=O)N1[C@@H]([C@H]2C([C@H]2C1)(C)C)C(=O)O)C(C)(C)C)(C)F (1R,2S,5S)-3-[(2S)-2-(2,2-difluoropropanoylamino)-3,3-dimethyl-butanoyl]-6,6-dimethyl-3-azabicyclo[3.1.0]hexane-2-carboxylic acid